5'-cyano-1',2',3',4'-tetrahydro-6'-hydroxy-4'-(2-methylphenyl)-2'-oxo-1,3'-bipyridinium C(#N)C=1C(C(C([NH2+]C1O)=O)[N+]1=CC=CC=C1)C1=C(C=CC=C1)C